FC=1C(=NC=C(C1)N1[C@@H](CCC1)C)NC(OCC=1C=C2C(N(CC2=CC1)C1C(NC(CC1)=O)=O)=O)=O (2-(2,6-dioxopiperidin-3-yl)-3-oxoisoindolin-5-yl)methyl (3-fluoro-5-((R)-2-methylpyrrolidin-1-yl)pyridin-2-yl)carbamate